C1(=CC=CC=C1)NC1=CC=CC2=CC=CC=C12 N-PHENYL-ALPHA-NAPHTHYLAMIN